CON=C(C#CC1=CC=CC=C1)C1=CC=C(C=C1)F 1-(4-fluorophenyl)-3-phenylpropan-2-yn-1-one-O-methyloxime